FC(C(C(F)(F)F)(F)F)(N(C(C(C(F)(F)F)(F)F)(F)F)C(C(C(F)(F)F)(F)F)(F)F)F perfluorotri-n-propyl-amine